[(2S,4S)-4-Amino-1-(6-{[2-(3-methylpyridin-2-yl)-[1,3]thiazolo[5,4-c]pyridin-6-yl]amino}pyrazin-2-yl)pyrrolidin-2-yl]methanol N[C@H]1C[C@H](N(C1)C1=NC(=CN=C1)NC1=CC2=C(C=N1)SC(=N2)C2=NC=CC=C2C)CO